3,5-difluoro-alpha-hydroxyphenylacetic acid 2-(2-ethyl-4-hydroxy-3-methylbenzoyl) hydrazide C(C)C1=C(C(=O)NNC(C(O)C2=CC(=CC(=C2)F)F)=O)C=CC(=C1C)O